CN(C(/C=C/CC[C@@H](C(=O)NC1=CN=CN(C1=O)CC1=NC2=C(N1CC1=CC=C(C=C1)F)C=CC(=C2)F)NC(OC)=O)=O)C methyl (S,E)-(7-(dimethylamino)-1-((1-((5-fluoro-1-(4-fluorobenzyl)-1H-benzo[d]imidazol-2-yl)methyl)-6-oxo-1,6-dihydropyrimidin-5-yl)amino)-1,7-dioxohept-5-en-2-yl)carbamate